1-Cyclopropyl-5,6-difluoro-2-(6-(prop-1-en-2-yl)pyridazin-4-yl)-1H-benzo[d]imidazole C1(CC1)N1C(=NC2=C1C=C(C(=C2)F)F)C2=CN=NC(=C2)C(=C)C